C(C)(C)N(C1=CC=C(C=N1)C1=C2C=C(C(=CC2=CC=2C=COC21)OC)OC)C 9-(6-(isopropyl(methyl)amino)pyridin-3-yl)-6,7-dimethoxynaphtho[2,3]furan